[6-[[(2R)-2-(dimethylamino)propanoyl]amino]-1,4-difluoro-indan-2-yl]methyl methanesulfonate CS(=O)(=O)OCC1C(C2=CC(=CC(=C2C1)F)NC([C@@H](C)N(C)C)=O)F